1-ethoxy-1,1,2,2,3,3,4,4,4-nonafluorobutane C(C)OC(C(C(C(F)(F)F)(F)F)(F)F)(F)F